CNC(CC\C=C/CCCCC)=O (Z)-N-methyldec-4-enamide